iron(III) aminoterephthalate NC1=C(C(=O)[O-])C=CC(=C1)C(=O)[O-].[Fe+3].NC1=C(C(=O)[O-])C=CC(=C1)C(=O)[O-].NC1=C(C(=O)[O-])C=CC(=C1)C(=O)[O-].[Fe+3]